3-bromo-6-chloro-8-fluoro-4-isopropyl-quinoline BrC=1C=NC2=C(C=C(C=C2C1C(C)C)Cl)F